N-[2-fluoro-3-[(4-oxo-1-piperidyl)sulfonylmethyl]phenyl]azetidine-3-carboxamide FC1=C(C=CC=C1CS(=O)(=O)N1CCC(CC1)=O)NC(=O)C1CNC1